N(=[N+]=[N-])[C@@]1([C@H](O)C[C@@H](CO)O1)N1C=NC=2C(N)=NC=NC12 azido-3'-deoxyadenosine